3-((4-(2-((4-(2,6-dioxopiperidin-3-yl)-3-fluorobenzyl)(methyl)amino)-4-methylthiazol-5-yl)-5-fluoropyrimidin-2-yl)amino)benzenesulfonamide O=C1NC(CCC1C1=C(C=C(CN(C=2SC(=C(N2)C)C2=NC(=NC=C2F)NC=2C=C(C=CC2)S(=O)(=O)N)C)C=C1)F)=O